C(=O)C1=C(N=C2SC=CN21)SCC(=O)O (5-FORMYL-IMIDAZO[2,1-B]THIAZOL-6-YLSULFANYL)-ACETIC ACID